5-methoxy-2-(4-methylpiperazin-1-yl)benzamide Ethyl-4-amino-2,6-dichloro-5-fluoronicotinate C(C)OC(C1=C(N=C(C(=C1N)F)Cl)Cl)=O.COC=1C=CC(=C(C(=O)N)C1)N1CCN(CC1)C